C12CNCC(CC1)N2C(=O)[O-] 3,8-diazabicyclo-[3.2.1]octane-8-carboxylate